C(C1=CC=CC=C1)NC([C@@H]([C@@H](C=C)OC1CCCCC1)C1=CC2=CC=CC=C2C=C1)=O (2R,3R)-N-benzyl-3-(cyclohexyloxy)-2-(naphthalen-2-yl)pent-4-enamide